C1(C2(CN3C=CC=C13)CCNCC2)N spiro[piperidine-4,2'-pyrrolizin]-1'-amine